N-(4-(4-amino-7-(1-isobutyrylpiperidin-4-yl)pyrrolo[2,1-f][1,2,4]triazin-5-yl)phenyl)-6-cyano-1-(4-fluorophenyl)-5-methyl-2-oxo-1,2-dihydropyridine-3-carboxamide NC1=NC=NN2C1=C(C=C2C2CCN(CC2)C(C(C)C)=O)C2=CC=C(C=C2)NC(=O)C=2C(N(C(=C(C2)C)C#N)C2=CC=C(C=C2)F)=O